NC1=NC2=CC(=CC=C2C=C1Br)CC1CCC2(C1OC(C2O)N2C=CC1=C2N=C(N=C1C)N)O 6-((2-amino-3-bromoquinolin-7-yl)methyl)-2-(2-amino-4-methyl-7H-pyrrolo[2,3-d]pyrimidin-7-yl)hexahydro-3aH-cyclopenta[b]furan-3,3a-diol